3-(2-(4-(4-fluorophenyl)piperazin-1-yl)ethyl)-8-(methylsulfonyl)-2-oxa-8-azaspiro[4.5]decan-1-one FC1=CC=C(C=C1)N1CCN(CC1)CCC1OC(C2(C1)CCN(CC2)S(=O)(=O)C)=O